6-(2-ethoxy-3-pyridinyl)-3-isopropyl-1-methyl-N-[(1-methylpyrazol-3-yl)methyl]pyrazolo[3,4-b]pyridin-4-amine C(C)OC1=NC=CC=C1C=1C=C(C2=C(N1)N(N=C2C(C)C)C)NCC2=NN(C=C2)C